C(CCCCCCC)N1C=CC2=CC=CC=C12 1-octyl-1H-indole